(4R)-4-(4-{[2,4-bis(trifluoromethyl)phenoxy]methyl}-3-methoxyphenyl)-2H,4H,5H,6H,7H-pyrazolo[3,4-b]pyridin-6-one FC(C1=C(OCC2=C(C=C(C=C2)[C@@H]2C=3C(NC(C2)=O)=NNC3)OC)C=CC(=C1)C(F)(F)F)(F)F